N1[C@@H](CCC1)CO |r| DL-Prolinol